tert-butyl N-(5-((5-formylpyrazin-2-yl)methoxy)-1,3,4-thiadiazol-2-yl)carbamate C(=O)C=1N=CC(=NC1)COC1=NN=C(S1)NC(OC(C)(C)C)=O